C(C1=CC=CC=C1)N1C(C(=CC=C1)Br)=O 1-benzyl-3-bromopyridin-2-one